tert-Butyl 7-(3-ethoxy-3-oxopropyl)-3,4-dihydro-1,8-naphthyridine-1(2H)-carboxylate C(C)OC(CCC1=CC=C2CCCN(C2=N1)C(=O)OC(C)(C)C)=O